C(#N)N1[C@H]2[C@@H](C[C@@H]1CC2)NC(C2=CC(=C(C=C2)N2N=C(C=C2)C)OCC(C)C)=O N-((1R,2R,4S)-7-cyano-7-azabicyclo[2.2.1]heptan-2-yl)-3-(2-methylpropoxy)-4-(3-methyl-1H-pyrazol-1-yl)benzamide